O=C(C(=O)NC=1C2=C(C=NC1)C=NN2)N2C(CC[C@@H](C2)C)C=2C=CC1=C(N=C(S1)C1CCNCC1)C2 2-oxo-N-(1H-pyrazolo[4,3-c]pyridin-7-yl)-2-[(5S)-5-methyl-2-[2-(4-piperidyl)-1,3-benzothiazol-5-yl]-1-piperidyl]acetamide